1-(3-cyanobenzyl)-N-(4-(ethylsulfonyl)benzyl)-2-(trifluoromethyl)-1H-benzo[d]imidazole-5-carboxamide C(#N)C=1C=C(CN2C(=NC3=C2C=CC(=C3)C(=O)NCC3=CC=C(C=C3)S(=O)(=O)CC)C(F)(F)F)C=CC1